4-((7-cyano-2,4-dioxo-3-phenethyl-3,4-dihydroquinazolin-1(2H)-yl)methyl)-N-hydroxybenzamide C(#N)C1=CC=C2C(N(C(N(C2=C1)CC1=CC=C(C(=O)NO)C=C1)=O)CCC1=CC=CC=C1)=O